BrC1=NN(C(=C1)C(=O)OC)C[C@H](C)NC(=O)OC(C)(C)C methyl 3-bromo-1-{(2S)-2-[(tert-butoxycarbonyl)amino]propyl}-1H-pyrazole-5-carboxylate